O=C1NC(CCC1N1C(C2=CC=C(C=C2C1=O)NCCC(=O)N1CCN(CC1)C1=CC=C(C=C1)C1=NNC2=C1N=C(N=C2)C2=C(C=CC=C2OC)F)=O)=O 2-(2,6-dioxopiperidin-3-yl)-5-((3-(4-(4-(5-(2-fluoro-6-methoxyphenyl)-1H-pyrazolo[4,3-d]pyrimidin-3-yl)phenyl)piperazin-1-yl)-3-oxopropyl)amino)isoindoline-1,3-dione